1-(5-Allyl-6-azaspiro[2.5]oct-6-yl)prop-2-en-1-one C(C=C)C1CC2(CC2)CCN1C(C=C)=O